1-(2-methylphenyl)-1,2-dihydro-(4H)-3,1-benzoxazine CC1=C(C=CC=C1)N1COCC2=C1C=CC=C2